methyl (4-((1-isopropyl-8-(pyridin-3-yl)-1H-pyrazolo[3,4-d]pyrrolo[1,2-b]pyridazin-3-yl) amino)cyclohexyl)carbamate C(C)(C)N1N=C(C2=C1C=1N(N=C2)C=C(C1)C=1C=NC=CC1)NC1CCC(CC1)NC(OC)=O